ethyl 4-((1-((tert-butoxycarbonyl) amino) propan-2-yl) amino)-6-((2-chloro-3-cyanopyridin-4-yl) amino)-1-methyl-2-oxo-1,2-dihydroquinoline-3-carboxylate C(C)(C)(C)OC(=O)NCC(C)NC1=C(C(N(C2=CC=C(C=C12)NC1=C(C(=NC=C1)Cl)C#N)C)=O)C(=O)OCC